C[C@H]([C@@H](C(=O)O)N(C)C(=O)OC(C)(C)C)OC N-(tert-Butoxycarbonyl)-N,O-dimethyl-L-threonine